C1(CCCCC1)NC(NN=O)=O 3-cyclohexyl-1-nitrosourea